FC=1C=2CCCC2C(=C2[C@H](CCC12)C)NC(=O)N=[S@](=O)(N)C=1C=NN2C1OCCC2 (R)-N'-(((S)-8-fluoro-3-methyl-1,2,3,5,6,7-hexahydro-s-indacen-4-yl)carbamoyl)-6,7-dihydro-5H-pyrazolo[5,1-b][1,3]oxazine-3-sulfonimidamide